ethyl 6-((diphenylmethylene)amino)-4-(2-methoxyphenyl)nicotinate C1(=CC=CC=C1)C(C1=CC=CC=C1)=NC1=NC=C(C(=O)OCC)C(=C1)C1=C(C=CC=C1)OC